Benzyl (2R,3R)-3-methoxy-2-methylazetidine-1-carboxylate CO[C@H]1[C@H](N(C1)C(=O)OCC1=CC=CC=C1)C